FC(CN1C(=NC2=NC=C(C=C21)C2=CNC=1N=C(N=C(C12)OC)NC1CC(C1)(C)NC(CC)=O)C)F N-((1s,3s)-3-((5-(1-(2,2-difluoroethyl)-2-methyl-1H-imidazo[4,5-b]pyridin-6-yl)-4-methoxy-7H-pyrrolo[2,3-d]pyrimidin-2-yl)amino)-1-methylcyclobutyl)propionamide